2-(6,7-methylenedioxy-quinolinyl)ferrocene C1OC=2C=C3C=CC(=NC3=CC2O1)C=1[CH-]C=CC1.[CH-]1C=CC=C1.[Fe+2]